Zinc (II) iodide [I-].[Zn+2].[I-]